tert-butyl 3-((1-(2-((tert-butoxycarbonyl)amino)ethyl)-6-chloro-9H-carbazol-3-yl)amino)-1H-pyrazole-1-carboxylate C(C)(C)(C)OC(=O)NCCC1=CC(=CC=2C3=CC(=CC=C3NC12)Cl)NC1=NN(C=C1)C(=O)OC(C)(C)C